(S)-N-(2-methoxy-5-(3-(methylcarbamoyl)-1H-indazol-6-yl)phenyl)-3-phenylisoxazolidine-2-carboxamide COC1=C(C=C(C=C1)C1=CC=C2C(=NNC2=C1)C(NC)=O)NC(=O)N1OCC[C@H]1C1=CC=CC=C1